COC=1C=C(C=CC1OC)C=1NC2=CC=C(C=C2C1C(C)C)C1=CC(=NC=C1)C(=O)NC1CCC(CC1)C(C)(C)O 4-(2-(3,4-dimethoxyphenyl)-3-isopropyl-1H-indol-5-yl)-N-((1r,4r)-4-(2-hydroxypropan-2-yl)cyclohexyl)pyridinecarboxamide